N[C@@H](C[SeH])C(=O)O L(+)-selenocysteine